rac-N-(5-Chlorothiazol-2-yl)-2-(4-(2-(cyclopropylmethyl)-2H-tetrazol-5-yl)phenyl)-2-(3,3-difluorocyclopentyl)acetamide ClC1=CN=C(S1)NC(C(C1CC(CC1)(F)F)C1=CC=C(C=C1)C=1N=NN(N1)CC1CC1)=O